hypophosphoric acid P(=O)(O)(O)P(=O)(O)O